4-(6-(4-(1H-indazol-3-yl)piperidin-1-yl)benzo[d]thiazol-2-yl)morpholine N1N=C(C2=CC=CC=C12)C1CCN(CC1)C1=CC2=C(N=C(S2)N2CCOCC2)C=C1